2-(N-benzyl-2-(2-methyl-1H-indol-3-yl)acetamido)-3-(3,5-difluorophenyl)-N-(4-methoxyphenyl)-N-methylpropanamide C(C1=CC=CC=C1)N(C(CC1=C(NC2=CC=CC=C12)C)=O)C(C(=O)N(C)C1=CC=C(C=C1)OC)CC1=CC(=CC(=C1)F)F